OC=1C=C(C=CC1O)CC(C(=O)O)O 3-(3,4-dihydroxyphenyl)lactic acid